ClC=1C=C(C=C(C1)Cl)C(CC(=O)O)C(F)(F)F 3,5-dichloro-β-(trifluoromethyl)benzenepropanoic acid